O1[C@@H](CC1)CN1C(=NC2=C1C=C(C=C2)C(=O)O)CN2CCC(CC2)C2=NC(=CC=C2)OCC=2C=C1N=CC=NC1=CC2 (S)-1-(oxetan-2-ylmethyl)-2-((4-(6-(quinoxalin-6-ylmethoxy)pyridin-2-yl)piperidine-1-yl)methyl)-1H-benzo[d]imidazole-6-carboxylic acid